ClC1=CC(=CC=2CN(CCOC21)CC=2C=NC(=NC2)NS(=O)(=O)C)N2C=CC1=CC(=CC=C21)F N-(5-{[9-chloro-7-(5-fluoroindol-1-yl)-3,5-dihydro-2H-1,4-benzoxazepin-4-yl]methyl}pyrimidin-2-yl)methanesulfonamide